C1(CC1)C(=O)NC=1SC2=C(N1)C=CC=C2C=2C=C(C=CC2F)C2=CC=C(O2)P(O)(O)=O (5-(3-(2-(cyclopropanecarboxamido)benzo[d]thiazol-7-yl)-4-fluorophenyl)furan-2-yl)phosphonic acid